4-epoxycyclohexylethylene oxide C12C(CC(CC1)C1CO1)O2